N-[(3,5-difluorophenyl)-[5-methyl-4-(methylsulfonimidoyl)-1H-imidazol-2-yl]methyl]-3,5-difluoropyridin-2-amine FC=1C=C(C=C(C1)F)C(NC1=NC=C(C=C1F)F)C=1NC(=C(N1)S(=O)(=N)C)C